C(C1=CC=CC=C1)OC=1C=CC(=C(C1)C(=O)N1CC2(C1)CC(C2)N2N=C(C=C2C(F)(F)F)C=2C(=NC=CC2)OC)F (5-(benzyloxy)-2-fluorophenyl)(6-(3-(2-methoxypyridin-3-yl)-5-(trifluoromethyl)-1H-pyrazol-1-yl)-2-azaspiro[3.3]heptan-2-yl)methanone